(tert-butyldimethylsilyloxy)phenol [Si](C)(C)(C(C)(C)C)OC1=C(C=CC=C1)O